C(C)(C)(C)OC(NC=1SC2=C(N1)C=CC(=C2)Br)=O N-(6-bromo-1,3-benzothiazol-2-yl)carbamic acid tert-butyl ester